C(C)(C)(C)OC(=O)N[C@H](C(=O)OC)CC1=CC(=CC=C1)O[Si](C(C)C)(C(C)C)C(C)C methyl (2S)-2-(tert-butoxycarbonylamino)-3-(3-triisopropylsilyloxyphenyl)propanoate